2-(2,6-dioxo-3-piperidyl)-5-[4-[[4-[4-[4-[5-(1-methylcyclopropoxy)-2H-indazol-3-yl]-2-pyridyl]piperazine-1-carbonyl]-1-piperidyl]methyl]-1-piperidyl]isoindoline-1,3-dione O=C1NC(CCC1N1C(C2=CC=C(C=C2C1=O)N1CCC(CC1)CN1CCC(CC1)C(=O)N1CCN(CC1)C1=NC=CC(=C1)C=1NN=C2C=CC(=CC12)OC1(CC1)C)=O)=O